C(C)(C)(C)N(C(O)=O)CC(=O)N1[C@@H](CCC1)C#N.C(#N)[C@H]1N(CCC1)C(CNC(=O)C1=CC=NC2=CC=C(C=C12)O)=O (S)-N-(2-(2-cyanopyrrolidin-1-yl)-2-oxoethyl)-6-hydroxyquinoline-4-carboxamide tert-Butyl-(S)-(2-(2-cyanopyrrolidin-1-yl)-2-oxoethyl)carbamate